1-(2-((1-Methyl-1H-pyrazol-5-yl)amino)phenyl)cyclobutane-1-carbonitrile CN1N=CC=C1NC1=C(C=CC=C1)C1(CCC1)C#N